ClC=1C(=NC(=NC1)NC1=C(C=C(C(=C1)C)C1CCN(CC1)C)OC1CC1)NC=1C(=NN(C1)C)C#N 5-chloro-N2-[2-cyclopropoxy-4-(1-methyl-piperidin-4-yl)-5-methyl-phenyl]-N4-[1-methyl-3-cyano-1H-pyrazol-4-yl]-pyrimidin-2,4-diamine